BrC1=C(C=CC(=C1)N1CCC(CC1)C(OC)OC)CNC1C(NC(CC1)=O)=O 3-[[2-bromo-4-[4-(dimethoxymethyl)-1-piperidyl]phenyl]methylamino]piperidine-2,6-dione